ClC1=CC2=C(C=C3N2C(=NN(C3=O)CC(=O)O)C(C)O)S1 2-(2-Chloro-5-(1-hydroxyethyl)-8-oxothieno[2',3':4,5]pyrrolo[1,2-d][1,2,4]triazin-7(8H)-yl)acetic acid